FC(SC1=NC=CC(=C1)CNC(=O)NC1CC(C1)C(F)(F)F)F 1-[[2-(difluoro-methylsulfanyl)pyridin-4-yl]methyl]-3-[(1r,3r)-3-(trifluoro-methyl)cyclobutyl]urea